C(C1=CC=CC=C1)(=O)N1CCC2(C(N(C=N2)CC2=C(C=CC(=C2)F)F)=O)CC1 8-benzoyl-3-(2,5-difluorobenzyl)-1,3,8-triazaspiro[4.5]dec-1-en-4-one